2-((3,5-dicyano-6-(dimethylamino)-4-ethylpyridin-2-yl)sulfanyl)-2-(3-(2-(dimethylamino)ethoxy)phenyl)acetamide C(#N)C=1C(=NC(=C(C1CC)C#N)N(C)C)SC(C(=O)N)C1=CC(=CC=C1)OCCN(C)C